O1CCC2=C1C(=CC=C2)N2/C(/SCC2=O)=N/C(=O)NC2=C(C=C(C=C2)C2=NN(C=N2)C2=CC=C(C=C2)OC(C(F)(F)F)(F)F)C (Z)-1-(3-(2,3-Dihydrobenzofuran-7-yl)-4-oxothiazolidin-2-ylidene)-3-(2-methyl-4-(1-(4-(perfluoroethoxy)phenyl)-1H-1,2,4-triazol-3-yl)phenyl)urea